[2-amino-4-(trifluoromethoxy)phenyl]methanone NC1=C(C=CC(=C1)OC(F)(F)F)C=O